7-(3-aminopropyl)-1,5,7-triazabicyclo[4.4.0]dec-5-ene NCCCN1C2=NCCCN2CCC1